CC=1C2=C(OC1)CC[C@H]([C@@H]1CC(C(=C12)C)=O)C |o1:8,9| (6R*,6aS*)-1,6,9-trimethyl-5,6,6a,7-tetrahydroazuleno[5,4-b]furan-8(4H)-one